6-((3-(5-(5-methylpyrazin-2-yl)-4,5-dihydro-1H-pyrazole-1-carbonyl)bicyclo[1.1.1]-pentan-1-yl)methoxy)-nicotinonitrile CC=1N=CC(=NC1)C1CC=NN1C(=O)C12CC(C1)(C2)COC2=NC=C(C#N)C=C2